C1(CCCCC1)C(C(CC(=O)OCC)=C=O)(C)C1CCCCC1 ethyl 4,4-dicyclohexyl-3-carbonyl-pentanoate